C(C)(C)(C)OC(=O)N1C(C(CCC1)O)N1CC2=CC=CC=C2CC1 (3,4-dihydroisoquinolin-2(1H)-yl)-3-hydroxypiperidine-1-carboxylic acid tert-butyl ester